(methylsulfonyl)-4-nitro-1H-pyrazole CS(=O)(=O)N1N=CC(=C1)[N+](=O)[O-]